6-(1,2-Dimethyl-1H-benzo[d]imidazol-5-yl)-5-(2-(2-fluoro-2-methylpropyl)oxazol-5-yl)picolinonitril CN1C(=NC2=C1C=CC(=C2)C2=C(C=CC(=N2)C#N)C2=CN=C(O2)CC(C)(C)F)C